2-(2-methoxy-4-phenoxyphenyl)-7-(piperidin-4-yl)-4,5,6,7-tetrahydro-2H-pyrazolo[4,3-b]pyridine-3-carboxamide COC1=C(C=CC(=C1)OC1=CC=CC=C1)N1N=C2C(NCCC2C2CCNCC2)=C1C(=O)N